C(C)OC(CC=1C=C(OCCN2CCN(CC2)C(=O)OC(C)(C)C)C=CC1)=O tert-butyl 4-(2-(3-(2-ethoxy-2-oxoethyl)phenoxy)ethyl)piperazine-1-carboxylate